ClCC=1C(=C(C=O)C=CC1)O (chloromethyl)-2-hydroxybenzaldehyde